4-(4-{[2-(Difluoromethyl)-4-(trifluoromethyl)phenoxy]methyl}-3-methoxyphenyl)-2H,4H,5H,6H,7H-pyrazolo[3,4-b]pyridin-6-on FC(C1=C(OCC2=C(C=C(C=C2)C2C=3C(NC(C2)=O)=NNC3)OC)C=CC(=C1)C(F)(F)F)F